ClC1=CC2=C(NC(=NC3=C2NN=C3)C3=C(C=CC=C3F)F)C=C1 9-chloro-5-(2,6-difluorophenyl)-1,6-dihydrobenzo[d]pyrazolo[3,4-f][1,3]diazepine